C1(CCCC1)S(=O)(=O)C=1C=C(C=CC1)NC(C1=C(N=C(C=C1)NCC)N1CCC2(CCC2)CC1)=O N-(3-(cyclopentylsulfonyl)phenyl)-6-(ethylamino)-2-(7-azaspiro[3.5]nonan-7-yl)nicotinamide